CC1=C(C(=O)P(O)(=O)C(C2=C(C=C(C=C2C)C)C)=O)C(=CC(=C1)C)C Bis(2,4,6-trimethylbenzoyl)phosphinic acid